1,3-dihydro-spiro[indene-2,4'-piperidine]-7-carbonitrile N1CCC2(CC1)CC1=C(C=CC=C1C2)C#N